4-Amino-2,5-bis(trifluoromethyl)benzoic acid NC1=CC(=C(C(=O)O)C=C1C(F)(F)F)C(F)(F)F